ethyl n-propyl phosphite P(OCC)(OCCC)[O-]